2-[[4-(1-methylpyrazol-3-yl)-2-pyridinyl]methylamino]-5-propyl-4H-[1,2,4]triazolo[1,5-a]pyrimidin-7-one CN1N=C(C=C1)C1=CC(=NC=C1)CNC1=NN2C(NC(=CC2=O)CCC)=N1